benzyl 2-(4-(sulfamoylmethyl)piperidin-1-yl)acetate S(N)(=O)(=O)CC1CCN(CC1)CC(=O)OCC1=CC=CC=C1